FC(CN1C(=NC2=C1C=C(C=C2F)C=2C=CN1N=C(N=C(C12)OC)N[C@@H]1CN(C[C@@H]1F)C1COC1)C)F 5-(1-(2,2-difluoroethyl)-4-fluoro-2-methyl-1H-benzo[d]imidazol-6-yl)-N-((3R,4S)-4-fluoro-1-(oxetan-3-yl)pyrrolidin-3-yl)-4-methoxypyrrolo[2,1-f][1,2,4]triazin-2-amine